2-(1-phenylindol-5-yl)oxypyrido[3,4-d]pyrimidin-4-ol C1(=CC=CC=C1)N1C=CC2=CC(=CC=C12)OC=1N=C(C2=C(N1)C=NC=C2)O